CC1=NOCC1 3-methyl-2-isoxazoline